OC1CC(C1)(C)NC=1N=CC2=C(N1)C(=NC=C2)NC(C)C 2-(((1r,3r)-3-Hydroxy-1-methylcyclobutyl)amino)-8-(isopropylamino)pyrido[3,4-d]pyrimidine